Cl.CN1CCC(CC1)NC1=CC(=C(C(=O)NC=2C=CC=C3C=CC=NC23)C=C1)C(F)(F)F 4-[(1-methylpiperidin-4-yl)amino]-N-(quinolin-8-yl)-2-(trifluoromethyl)benzamide hydrochloride